C(C)(C)C1=C(C(=CC=C1)C(C)C)NC(=O)NS(=O)(=O)\C=C\[C@@]1(N(CCC1)C)C (R,E)-N-((2,6-Diisopropylphenyl)carbamoyl)-2-(1,2-dimethylpyrrolidin-2-yl)ethen-1-sulfonamid